C1(CCC1)CNC=1N=CC2=C(N(C(C=3C=C(C=CC23)CN2CCN(CC2)C)=O)C2CCC(CC2)(C)O)N1 trans-3-((Cyclobutylmethyl)amino)-5-(4-hydroxy-4-methylcyclohexyl)-8-((4-methylpiperazin-1-yl)methyl)pyrimido[4,5-c]isoquinolin-6(5H)-one